E-lactic acid C(C(O)C)(=O)O